bis(trifluoromethanesulfonic acid) Lithium [Li].FC(S(=O)(=O)O)(F)F.FC(S(=O)(=O)O)(F)F